methallyl trisulfide C(C(C)=C)SSSCC(C)=C